C(C)[C@]1(CCC=2C1=NC(=CC2)N2C(=CC1=C2N=C(N=C1)NC1=CC=C(C=C1)N1CC2CCC(C1)N2C)C)O (7R)-7-ethyl-2-(6-methyl-2-((4-(8-methyl-3,8-diazabicyclo[3.2.1]octane-3-yl)phenyl)amino)-7H-pyrrolo[2,3-d]pyrimidin-7-yl)-6,7-dihydro-5H-cyclopenta[b]pyridin-7-ol